3-(3-(5-benzylpyrimidin-2-yl)pyrrolidin-1-yl)-6-(1-methyl-1H-pyrazol-4-yl)pyrazolo[1,5-a]pyrimidine C(C1=CC=CC=C1)C=1C=NC(=NC1)C1CN(CC1)C=1C=NN2C1N=CC(=C2)C=2C=NN(C2)C